2-(6-bromo-1-((2-(trimethylsilyl)ethoxy)methyl)-1H-indazol-3-yl)4,6-dihydropyrrolo[3,4-d]imidazole-5(1H)-carboxylic acid tert-butyl ester C(C)(C)(C)OC(=O)N1CC=2NC(=NC2C1)C1=NN(C2=CC(=CC=C12)Br)COCC[Si](C)(C)C